The molecule is a dicarboxylic acid that is succinic acid substituted by a acetamidomethylidene group at position 2. It is a dicarboxylic acid, a member of acetamides and an olefinic compound. It derives from a succinic acid. It is a conjugate acid of a 2-(acetamidomethylidene)succinate(2-). CC(=O)N/C=C(/CC(=O)O)\\C(=O)O